NC1=NC=C(C=C1C(C)=O)Cl 1-(2-amino-5-chloropyridin-3-yl)ethan-1-one